1-[6-[6-[(6-methylpyridazin-3-yl)amino]benzimidazol-1-yl]-2-[(3aR,6aS)-2,3,3a,5,6,6a-hexahydro-1H-pyrrolo[3,2-b]pyrrol-4-yl]-3-pyridyl]ethanol CC1=CC=C(N=N1)NC=1C=CC2=C(N(C=N2)C2=CC=C(C(=N2)N2CC[C@@H]3NCC[C@H]32)C(C)O)C1